C(NN)(=O)O diaza-propionic acid